tri(tetradecyl)amine C(CCCCCCCCCCCCC)N(CCCCCCCCCCCCCC)CCCCCCCCCCCCCC